2-methyl-4,4,4-trifluorobutyric acid CC(C(=O)O)CC(F)(F)F